N-(3-Phenylpropyl)-4-(pyridin-3-yl)-1H-imidazole-1-carboxamide C1(=CC=CC=C1)CCCNC(=O)N1C=NC(=C1)C=1C=NC=CC1